NC1=C(C=C(N=N1)C1=C(C=CC=C1)O)N1CC2CCC(C1)N2C2=CC(=NC=C2)C#CCN2CC(C2)OCC 2-[6-amino-5-[8-[2-[3-(3-ethoxyazetidin-1-yl)prop-1-ynyl]-4-pyridyl]-3,8-diazabicyclo[3.2.1]octan-3-yl]pyridazin-3-yl]phenol